(S)-N-((R)-4-hydroxy-3-oxo-1-((S)-2-oxopyrrolidin-3-yl)butan-2-yl)-2-(9-hydroxy-9H-fluorene-9-carbonyl)-2-azabicyclo[2.2.2]octane-3-carboxamide OCC([C@@H](C[C@H]1C(NCC1)=O)NC(=O)[C@H]1N(C2CCC1CC2)C(=O)C2(C1=CC=CC=C1C=1C=CC=CC21)O)=O